P(=O)(O)([O-])[O-].[Na+].[Na+].[Bi+3] bismuth Disodium hydrogen phosphate